C(C)OC1=C(C(=O)NCC2=CC(=CC=C2)C=2SC=CN2)C=C(C=C1)C1=CC=NN1 2-ethoxy-5-(1H-pyrazol-5-yl)-N-(3-(thiazol-2-yl)benzyl)benzamide